methyl 2-(2-chloro-5-((cis)-3-methyl-6-azabicyclo[3.1.1]heptane-6-carboxamido)phenyl)-2H-1,2,3-triazole-4-carboxylate ClC1=C(C=C(C=C1)NC(=O)N1C2CC(CC1C2)C)N2N=CC(=N2)C(=O)OC